CC1=NC(=CC(=C1)C=1NC2=CC=C(C=C2C1CC)C1CCN(CC1)CC(=O)N(C)C)C 2-(4-(2-(2,6-dimethylpyridin-4-yl)-3-ethyl-1H-indol-5-yl)piperidin-1-yl)-N,N-dimethylacetamide